3-((tert-butylamino)methylene)-2-(5-chloro-1H-indol-3-yl)chroman-4-one C(C)(C)(C)NC=C1C(OC2=CC=CC=C2C1=O)C1=CNC2=CC=C(C=C12)Cl